C(C(C)(C)C)(=O)O[C@@]1(CC=C(CC1)C)C(C)=O (S)-1-acetyl-4-methylcyclohex-3-en-1-yl pivalate